2,4,6-trisformyl-pyrimidine C(=O)C1=NC(=CC(=N1)C=O)C=O